levulinic acid, chloride C(CCC(=O)C)(=O)Cl